(6-(5-chloro-1H-pyrazol-4-yl)-1-(((S)-1-methylazetidin-2-yl)methyl)-1H-pyrrolo[3,2-c]pyridin-3-yl)((S)-6-methoxychroman-3-yl)methanone dihydrochloride Cl.Cl.ClC1=C(C=NN1)C1=CC2=C(C=N1)C(=CN2C[C@H]2N(CC2)C)C(=O)[C@@H]2COC1=CC=C(C=C1C2)OC